NC1=NC(=CC(=C1)C1CCN(CC1)C(=O)OC(C)(C)C)C=1SC(=CN1)C(F)(F)F tert-butyl 4-(2-amino-6-(5-(trifluoromethyl)thiazol-2-yl)pyridin-4-yl)piperidine-1-carboxylate